1-(tert-Butyl)-3-(3-(ethylsulfonyl)phenyl)-5-methyl-pyrazol-4-ol C(C)(C)(C)N1N=C(C(=C1C)O)C1=CC(=CC=C1)S(=O)(=O)CC